CCCCC/C=C\\C/C=C\\C/C=C\\C/C=C\\CCCCCC(=O)O The molecule is the all-cis-isomer of a C22 polyunsaturated fatty acid having four double bonds in the 7-, 10-, 13- and 16-positions. One of the most abundant fatty acids in the early human brain. It has a role as a human metabolite and an algal metabolite. It is a docosatetraenoic acid and an omega-6 fatty acid. It is a conjugate acid of an all-cis-docosa-7,10,13,16-tetraenoate.